C(#N)C=1C=C2C(=CNC2=CC1)C(CC#N)=O 3-(5-cyano-1H-indol-3-yl)-3-oxopropanenitrile